4-[(3S)-3-hydroxypyrrolidin-1-yl]butylcarbamic acid O[C@@H]1CN(CC1)CCCCNC(O)=O